N1CC(C1)[C@@H]1CN(CCC1)C1C[C@H](CC1)C(=O)O (1S)-3-((R)-3-(azetidin-3-yl)piperidin-1-yl)cyclopentane-1-carboxylic acid